2-(3-Nitropyridin-2-yl)malonic acid diethyl ester C(C)OC(C(C(=O)OCC)C1=NC=CC=C1[N+](=O)[O-])=O